ketoamide, bisulfite salt S([O-])(O)=O.O=[N-]